4-((3aR,5s,6aS)-5-(6-chloro-3-(2-methoxypyridin-4-yl)-1H-indazol-5-yl)hexahydrocyclopenta[c]pyrrol-2(1H)-yl)-1-cyclopropylcyclohexane-1-carbonitrile ClC1=C(C=C2C(=NNC2=C1)C1=CC(=NC=C1)OC)C1C[C@@H]2[C@@H](CN(C2)C2CCC(CC2)(C#N)C2CC2)C1